Methyl (E)-4-methyl-6-(2,6,6-trimethylcyclohex-1-en-1-yl)hex-3-enoate C\C(=C/CC(=O)OC)\CCC1=C(CCCC1(C)C)C